1-(4-((1R,5S)-8-oxa-3-azabicyclo[3.2.1]octan-3-yl)-8-fluoro-2-(8-methyl-3,8-diazabicyclo[3.2.1]octan-3-yl)pyrido[4,3-d]pyrimidin-7-yl)-8-ethynyl-7-fluoroisoquinolin-3(2H)-one [C@H]12CN(C[C@H](CC1)O2)C=2C1=C(N=C(N2)N2CC3CCC(C2)N3C)C(=C(N=C1)C=1NC(C=C3C=CC(=C(C13)C#C)F)=O)F